4-{2-[(2R)-2-(2-isopropoxyphenyl)-4-phenylpiperazin-1-yl]-7-azaspiro[3.5]nonan-7-yl}-N-[(3R)-5-nitro-3-(oxan-4-yl)-3,4-dihydro-2H-1,4-benzoxazin-7-ylsulfonyl]benzamide C(C)(C)OC1=C(C=CC=C1)[C@H]1N(CCN(C1)C1=CC=CC=C1)C1CC2(C1)CCN(CC2)C2=CC=C(C(=O)NS(=O)(=O)C1=CC3=C(N[C@@H](CO3)C3CCOCC3)C(=C1)[N+](=O)[O-])C=C2